C(C(C)C)N(CCC(=C)C1=CC=CC=C1)CC(C)C 1-diisobutylamino-3-phenylbut-3-ene